C(CCCCCCCC)OC(CCCCCC=C)=O.C(#N)C1=C(C=NC=C1)C1=CC(=C(C=C1)NC(=O)C1=NC(=NC=C1)C1=C(C=CC=C1OC)F)N1[C@@H](CNC2(CC2)C1)CO (S)-N-(4-(4-cyanopyridin-3-yl)-2-(6-(hydroxymethyl)-4,7-diazaspiro[2.5]oct-7-yl)phenyl)-2-(2-fluoro-6-methoxyphenyl)pyrimidine-4-carboxamide nonyl-7-octenoate